CCC(/C=C/C1C2CC(C1/C=C/CCCCCCCCC(=O)OC)OO2)OO The molecule is a lipid hydroperoxide that consists of 2,3-dioxabicyclo[2.2.1]heptane substituted by a 11-methoxy-11-oxoundec-1-en-1-yl and a 3-hydroperoxypent-1-en-1-yl groups at positions 5 and 6 respectively. It is a lipid hydroperoxide and a fatty acid methyl ester.